ClC1=CC(=C(C=C1)C1=NC(=CC=2N=C(N(C(C21)=O)CCC)C)N2C[C@@H](OCC2)C(F)F)F 5-(4-chloro-2-fluorophenyl)-7-((2R)-2-(difluoromethyl)-4-morpholinyl)-2-methyl-3-propylpyrido[4,3-d]pyrimidin-4(3H)-one